1-(4-Methoxybenzyl)-4-nitro-1H-pyrazole COC1=CC=C(CN2N=CC(=C2)[N+](=O)[O-])C=C1